3,3,3-trifluoropropyl methanesulfonate CS(=O)(=O)OCCC(F)(F)F